C1(CC1)C1=CC=C2C(=NC(N(C2=C1)C=1C(=NC=CC1)OC(F)F)=O)NCC1CC1 7-Cyclopropyl-4-((cyclopropylmethyl)amino)-1-(2-(difluoromethoxy)pyridin-3-yl)-quinazolin-2(1H)-one